4-hydroxy-3,5-dimethylbenzoic acid hydrazide OC1=C(C=C(C(=O)NN)C=C1C)C